2-ethyl-4-methyl-4-(selenocyanatomethyl)isoquinoline-1,3(2H,4H)-dione C(C)N1C(C2=CC=CC=C2C(C1=O)(C[Se]C#N)C)=O